benzo[b]thien-6-carboxamide naphthalene-1-sulfonate C1(=CC=CC2=CC=CC=C12)S(=O)(=O)O.S1C2=C(C=C1)C=CC(=C2)C(=O)N